(2S,4S)-1-tert-butoxycarbonyl-4-[[6-[3-[3-(methylamino)propyl]-2-(2-trimethylsilylethoxymethyl)pyrazolo[3,4-b]pyridin-4-yl]-2-pyridyl]amino]pyrrolidine-2-carboxylic acid C(C)(C)(C)OC(=O)N1[C@@H](C[C@@H](C1)NC1=NC(=CC=C1)C=1C=2C(N=CC1)=NN(C2CCCNC)COCC[Si](C)(C)C)C(=O)O